N-phenyl-triflimide C1(=CC=CC=C1)N(S(=O)(=O)C(F)(F)F)S(=O)(=O)C(F)(F)F